NC1=C(C=C(C(=O)N[C@H](C(=O)N[C@@H](C(=O)NN(CC(=O)OCC)C(COC2=C(C(=C(C(=C2F)F)F)F)F)=O)C2=CC=CC=C2)C(C)(C)C)C=C1)Cl Ethyl N-((R)-2-((S)-2-(4-amino-3-chlorobenzamido)-3,3-dimethylbutanamido)-2-phenylacetamido)-N-(2-(perfluorophenoxy)acetyl)glycinate